[6-(hydroxymethyl)imidazo[1,2-a]pyridin-8-yl]carbamic acid tert-butyl ester C(C)(C)(C)OC(NC=1C=2N(C=C(C1)CO)C=CN2)=O